2-(3-fluorophenyl)-7-nitro-1H-indole-5-carboxylic acid FC=1C=C(C=CC1)C=1NC2=C(C=C(C=C2C1)C(=O)O)[N+](=O)[O-]